FC1=C(C(=CC=C1)F)C1=NCC=2N(C3=C1C=CC=C3)C(=NN2)C 6-(2,6-difluorophenyl)-1-methyl-4H-[1,2,4]Triazolo[4,3-a][1,4]Benzodiazepine